5-((R)-3-((4-((R)-4-acetyl-2-methylpiperazin-1-yl)pyridin-2-yl)oxy)pyrrolidin-1-yl)-4-chloropyridazin-3(2H)-one C(C)(=O)N1C[C@H](N(CC1)C1=CC(=NC=C1)O[C@H]1CN(CC1)C1=C(C(NN=C1)=O)Cl)C